OCCNCC=1C=CC(=NC1)C(=O)NC=1C(=C(C=CC1)C1=C(C(=CC=C1)NC(=O)C1=NN2C(C(CCC2)N2CCC(CC2)O)=C1)C)C N-(3'-(5-(((2-hydroxyethyl)amino)methyl)picolinamido)-2,2'-dimethyl-[1,1'-biphenyl]-3-yl)-4-(4-hydroxypiperidin-1-yl)-4,5,6,7-tetrahydropyrazolo[1,5-a]pyridine-2-carboxamide